2-decyltetradecyl glycidyl ether C(C1CO1)OCC(CCCCCCCCCCCC)CCCCCCCCCC